N1N=NC(=C1)C1=NC(=CC=C1)C=1N=NNC1 2,6-bis(1H-1,2,3-triazol-4-yl)pyridine